1-ethoxyperfluorobutane 2-(2-Methoxyethoxy)ethyl-4-[2-(4-fluorophenyl)-4-oxo-1,3-thiazolidin-3-yl]-3-methylbenzoate COCCOCCOC(C1=CC(=C(C=C1)N1C(SCC1=O)C1=CC=C(C=C1)F)C)=O.C(C)OC(C(C(C(F)(F)F)(F)F)(F)F)(F)F